C(C)OC1=NN(C(=C1C)NC(=O)N[C@@H]1CN(C[C@H]1C1=CC=CC=C1)C1=C(C=CC=C1)F)C1=CC=CC=C1 1-(3-ethoxy-4-methyl-1-phenyl-1H-pyrazol-5-yl)-3-((3S,4R)-1-(2-fluorophenyl)-4-phenylpyrrolidin-3-yl)urea